2-METHOXY-6-METHYLPYRIMIDINE-4-CARBALDEHYDE COC1=NC(=CC(=N1)C=O)C